CS(=O)(=O)OCC1=CC=2C(=NC=CC2S1)Cl (4-chlorothieno[3,2-c]pyridin-2-yl)methyl methanesulfonate